FC1=C(C(=CC=C1C(=O)C1=CNC2=NC=C(C=C21)C=2C=NC(=NC2)NC)F)NS(=O)(=O)CCC(F)(F)F N-(2,6-difluoro-3-(5-(2-(methylamino)pyrimidin-5-yl)-1H-pyrrolo[2,3-b]pyridine-3-carbonyl)phenyl)-3,3,3-trifluoropropane-1-sulfonamide